C(C1=CC=CC=C1)OC(=O)NC=1C(=C(C=CC1)C1=NC=C(C=N1)C=1CCN(CC1)C(=O)OC(C)(C)C)OC tert-butyl 4-(2-(3-(((benzyloxy) carbonyl) amino)-2-methoxyphenyl) pyrimidin-5-yl)-3,6-dihydropyridine-1(2H)-carboxylate